((Z)-3-(2-chlorophenyl)-N'-hydroxy-2-methyl-3-(2-methylpyrimidin-5-yl)propanimidamido)maleate ClC1=C(C=CC=C1)C(C(/C(/N/C(/C(=O)[O-])=C/C(=O)[O-])=N/O)C)C=1C=NC(=NC1)C